C1(=CC=C(C=C1)C1=NC=CC=C1C(=O)N)C 2-(p-tolyl)pyridine-3-carboxamide